3,6-dichloro-1-(2-fluoro-3-((1-(5-fluoro-2-methoxypyridin-3-yl)-5-methyl-4-nitro-1H-pyrazol-3-yl)oxy)propyl)-1H-pyrazolo[3,4-d]pyrimidine ClC1=NN(C2=NC(=NC=C21)Cl)CC(COC2=NN(C(=C2[N+](=O)[O-])C)C=2C(=NC=C(C2)F)OC)F